2-(1-Benzothiophen-3-yl)-8-ethyl-5-[(3-methylphenyl)methoxy]quinoline S1C=C(C2=C1C=CC=C2)C2=NC1=C(C=CC(=C1C=C2)OCC2=CC(=CC=C2)C)CC